5-(4-morpholino-6-(5-(morpholinomethyl)thiophen-2-yl)-1,3,5-triazin-2-yl)pyrimidine O1CCN(CC1)C1=NC(=NC(=N1)C=1SC(=CC1)CN1CCOCC1)C=1C=NC=NC1